1,4-dimethylpyridine perchlorate Cl(=O)(=O)(=O)O.CN1CC=C(C=C1)C